C(C)(C)OCCNC1=C(NC=C1C1CC1)C(=O)OCC ethyl 3-((2-isopropoxyethyl) amino)-4-cyclopropyl-1H-pyrrole-2-carboxylate